3-methyl-1-(4-bromophenyl)-5-pyrazolone CC1=NN(C(C1)=O)C1=CC=C(C=C1)Br